O1C(=CC=C1)/C=C/C1=NC2=CC=CC=C2C=C1 2-[(E)-2-(furan-2-yl)vinyl]quinoline